di(phenyl)-(2,4,6-trinitrophenyl)iminoazanium Methyl-6-(1-acetyl-7-fluoro-1H-indol-6-yl)-4-amino-3-chloro-5-fluoropyridin-2-carboxylat COC(=O)C1=NC(=C(C(=C1Cl)N)F)C1=CC=C2C=CN(C2=C1F)C(C)=O.C1(=CC=CC=C1)[N+](=NC1=C(C=C(C=C1[N+](=O)[O-])[N+](=O)[O-])[N+](=O)[O-])C1=CC=CC=C1